O=CCCCOCCOCCOCCOCCC(=O)N 2-oxoethyl-3,6,9,12-tetraoxapentadecane-15-amide